OC1=C(C(=CC(=C1)C(F)(F)F)C)C1=CC=C(N=N1)CN1C(CCC1(C)C)=O 1-((6-(2-Hydroxy-6-methyl-4-(trifluoromethyl)phenyl)pyridazin-3-yl)methyl)-5,5-dimethylpyrrolidin-2-one